FC=1C(=C(C(=O)N)C=C(C1F)CC1=C(C(=CC=C1)NS(=O)(=O)C(C)C)F)NC1=C(C=C(C=C1)I)F 3,4-Difluoro-2-(2-fluoro-4-iodoanilino)-5-[[2-fluoro-3-(propane-2-ylsulfonylamino)phenyl]methyl]benzamide